N-[5-(3,5-difluorobenzyl)-6,6-dimethyl-1,4,5,6-tetrahydropyrrolo[3,4-c]pyrazol-3-yl]-4-fluorobenzamide FC=1C=C(CN2C(C=3NN=C(C3C2)NC(C2=CC=C(C=C2)F)=O)(C)C)C=C(C1)F